2-(5-(4-(4-methoxyphenyl)-3-oxo-6-(2,2,2-trifluoroethoxy)-3,4-dihydropyrido[2,3-b]pyrazin-2-yl)-2H-indazol-2-yl)ethyl methanesulfonate CS(=O)(=O)OCCN1N=C2C=CC(=CC2=C1)C1=NC2=C(N(C1=O)C1=CC=C(C=C1)OC)N=C(C=C2)OCC(F)(F)F